(R)-6-ethynyl-4-(10-methyl-8-oxo-9,10,11,12-tetrahydro-8H-[1,4]diazepino[5',6':4,5]thieno[3,2-f]quinolin-3-yl)nicotinonitrile C(#C)C1=NC=C(C#N)C(=C1)C1=NC=2C=CC3=C(C2C=C1)C1=C(S3)C(N[C@@H](CN1)C)=O